C(C)(=O)N(C#N)CC=CCN(C(C)=O)C#N 1,4-Bis-(N-acetyl-N-cyanoamino)-but-2-en